O=C1C=CC(=NN1CC=1C=NC=C(C#N)C1)C=1C=NC(=NC1)OCC(F)(F)F 5-((6-oxo-3-(2-(2,2,2-trifluoroethoxy)pyrimidin-5-yl)pyridazin-1(6H)-yl)methyl)nicotinonitrile